1-((5,6-bis(benzyloxy)pyrimidin-4-yl)methyl)-4-(4-((4-(morpholinomethyl)phenyl)ethynyl)Phenyl)imidazolin-2-one C(C1=CC=CC=C1)OC=1C(=NC=NC1OCC1=CC=CC=C1)CN1C(NC(C1)C1=CC=C(C=C1)C#CC1=CC=C(C=C1)CN1CCOCC1)=O